methyl-2,3,4-tri-O-acetyl-1-O-(trifluoroacetimidoyl)-α-d-glucuronate COC([C@@H]1[C@H]([C@@H]([C@H]([C@@H](OC(C(F)(F)F)=N)O1)OC(C)=O)OC(C)=O)OC(C)=O)=O